6-bromo-7-fluoro-1,3-dihydroindol-2-one BrC1=CC=C2CC(NC2=C1F)=O